lithium thioborate B([S-])([O-])[O-].[Li+].[Li+].[Li+]